ClC1=CC=C(OC2=CC(=C(C=C2)C(C)=O)C(F)(F)F)C=C1 1-(4-(4-chlorophenoxy)-2-trifluoromethylphenyl)ethan-1-one